F[P-](F)(F)(F)(F)F.N1(N=NC2=C1C=CC=C2)O[P+](N2CCCC2)(N2CCCC2)N2CCCC2 (1H-1,2,3-benzotriazol-1-yloxy)tris(pyrrolidinyl)phosphonium hexafluorophosphate